FC=1C=NC(=NC1)C#N 5-fluoropyrimidine-2-carbonitrile